COC(=O)[C@@H]1CN(CC1)C1=NC2=CN=C(C(=C2C=C1)O)C(NCC=1C=NC(=CC1)C#N)=O (S)-1-(6-(((6-cyanopyridin-3-yl)methyl)carbamoyl)-5-hydroxy-1,7-naphthyridin-2-yl)pyrrolidine-3-carboxylic acid methyl ester